(S)-N-((R)-(3-chloro-2,4-difluorophenyl)((trans)-3-(trifluoromethyl)-cyclobutyl)-methyl)-2-oxooxazolidine-5-carboxamide ClC=1C(=C(C=CC1F)[C@H](NC(=O)[C@@H]1CNC(O1)=O)[C@@H]1C[C@H](C1)C(F)(F)F)F